BrC(COC)C1=CC(=NC=C1)Cl 4-(1-Bromo-2-methoxyethyl)-2-chloropyridine